cobalt ethylene glycol dimethyl ether dibromide [Br-].[Br-].COCCOC.[Co+2]